4-hydroxy-2,8-dimethyl-6-[(morpholin-4-yl)methyl]-7H,8H-pyrido[2,3-d]-pyrimidin-7-one OC=1C2=C(N=C(N1)C)N(C(C(=C2)CN2CCOCC2)=O)C